O=C1OC(C2=CC(=CC=C12)C(=O)OCC1=CC=CC=C1)=O benzyl 1,3-dioxo-1,3-dihydroisobenzofuran-5-carboxylate